12,15-eicosadienoic acid C(CCCCCCCCCCC=CCC=CCCCC)(=O)O